C12CN(CC2C1)CC1=CSC2=C1N=C(N=C2N2[C@@H](COCC2)C)Cl (3R)-4-(7-((3-azabicyclo[3.1.0]hexane-3-yl)methyl)-2-chloro-thieno[3,2-d]pyrimidin-4-yl)-3-methylmorpholine